ClC=1C=C(CN2CCNCC2)C=C(C1)OC1=CC=C(C=C1)Cl 1-(3-chloro-5-(4-chlorophenoxy)benzyl)piperazine